N-((1R,5S,8s)-3-(5-(6-(3-cyanopyrrolo[1,2-b]pyridazin-7-yl)-4-(isopropylamino)pyridin-3-yl)-1,3,4-thiadiazol-2-yl)-3-azabicyclo[3.2.1]oct-8-yl)-1-methylpiperidine-4-carboxamide C(#N)C1=CC=2N(N=C1)C(=CC2)C2=CC(=C(C=N2)C2=NN=C(S2)N2C[C@H]1CC[C@@H](C2)C1NC(=O)C1CCN(CC1)C)NC(C)C